(1s,3s)-N-(6-((6-(5-chloro-2-fluorophenyl)-3-(((2-oxo-2H-pyran-6-yl)methyl)thio)pyridazin-4-yl)amino)pyrimidin-4-yl)-3-(4-methylpiperazin-1-yl)cyclobutane-1-carboxamide ClC=1C=CC(=C(C1)C1=CC(=C(N=N1)SCC1=CC=CC(O1)=O)NC1=CC(=NC=N1)NC(=O)C1CC(C1)N1CCN(CC1)C)F